O1CC(C1)C1=CC=2OCC3N(C2N=C1)CCN(C3)C(CCOCC3NCC3)=O 2-((3-(3-(oxetan-3-yl)-6a,7,9,10-tetrahydropyrazino[1,2-d]pyrido[3,2-b][1,4]oxazin-8(6H)-yl)-3-oxopropoxy)methyl)azetidin